1-[5-(5-chloropyrimidin-2-yl)oxy-2-(trifluoromethyl)quinazolin-4-yl]-N-(cyclopropyl-methoxy)methanimine ClC=1C=NC(=NC1)OC1=C2C(=NC(=NC2=CC=C1)C(F)(F)F)C=NOCC1CC1